3-fluoro-6-methoxy-4-(1-(3-methyloxetan-3-yl)-6-(1H-pyrazol-5-yl)-1H-benzo[d]imidazol-2-yl)benzene-1,2-diol FC1=C(C(=C(C=C1C1=NC2=C(N1C1(COC1)C)C=C(C=C2)C2=CC=NN2)OC)O)O